COCC[C@H]1CC[C@@H]2N(C([C@H](C1)NC([C@H](C)NC)=O)=O)[C@@H](CC2)C(=O)N[C@@H]2CCCC1=CC=CC=C21 (3S,6S,8S,10aS)-8-(2-methoxyethyl)-6-((S)-2-(methylamino)propanamido)-5-oxo-N-((R)-1,2,3,4-tetrahydronaphthalen-1-yl)decahydropyrrolo[1,2-a]azocine-3-carboxamide